[C@H]12CN(C[C@H](CC1)N2)C=2C1=C(N=C(N2)OC[C@]23CCCN3C[C@@H](C2)F)C(=C(N=C1)C1=CC(=CC2=CC=CC(=C12)F)O)F 4-(4-((1R,5S)-3,8-diazabicyclo[3.2.1]octan-3-yl)-8-fluoro-2-(((2R,7aS)-2-fluorotetrahydro-1H-pyrrolizin-7a(5H)-yl)methoxy)pyrido[4,3-d]pyrimidin-7-yl)-5-fluoronaphthalen-2-ol